1-(3-chlorophenyl)-3,4-diphenylpyrrole-2,5-dione ClC=1C=C(C=CC1)N1C(C(=C(C1=O)C1=CC=CC=C1)C1=CC=CC=C1)=O